1,3,3a,4,5,9b-hexahydro-5-methyl-5-(tetrahydro-2,5-dioxo-3-furanyl)-naphtho[1,2-c]-furan-1,3-dione CC1(CC2C(C(OC2=O)=O)C2=CC=CC=C12)C1C(OC(C1)=O)=O